FC1=C(C=C(C(=O)NC=2N=CC3=CC=C(C=C3C2)C=2C(=NN(C2)C)C(F)(F)F)C=C1)S(=O)(=O)N1CCN(CC1)C 4-fluoro-N-(6-(1-methyl-3-(trifluoromethyl)-1H-pyrazol-4-yl)isoquinolin-3-yl)-3-((4-methylpiperazin-1-yl)sulfonyl)benzamide